CC1=CC=C(O1)CC2=CNC=C2 The molecule is a diarylmethane in which the two aryl groups are specified as 5-methylfuran-2-yl and pyrrol-3-yl. It has a role as a rat metabolite and a mouse metabolite. It is a member of pyrroles, a member of furans and a diarylmethane.